C1(CC1)C1=CC2=C(N(C(N=C2N2[C@H](CN(CC2)C(=O)[O-])C)=O)C=2C(=NC=CC2C)C(C)C)N=C1C1=C(C=CC(=C1)OC)F (S)-4-(6-cyclopropyl-7-(2-fluoro-5-methoxyphenyl)-1-(2-isopropyl-4-methylpyridine-3-yl)-2-oxo-1,2-dihydropyrido[2,3-d]pyrimidin-4-yl)-3-methylpiperazine-1-carboxylate